C(=O)([O-])C=C(OC)C(=O)C(=C)C penicillate